O=C1NC(CCC1N1C(N(C2=C1C=CC=C2C#N)C)=O)=O 1-(2,6-dioxopiperidin-3-yl)-3-methyl-2-oxo-2,3-dihydro-1H-benzo[d]imidazole-4-carbonitrile